methyl 4-methoxy-3-sulfamoyl-benzoate COC1=C(C=C(C(=O)OC)C=C1)S(N)(=O)=O